5-(7-benzyl-1-methyl-4H,6H-benzo[e][1,2,4]triazolo[3,4-c][1,4]oxazepin-8-yl)pyridin-2-amine C(C1=CC=CC=C1)C1=C(C=CC=2N3C(COCC21)=NN=C3C)C=3C=CC(=NC3)N